FC(OC1=CC=C(C=C1)NC(=O)C=1C(N(C=CC1)C1=C(C=C(C=C1)F)OC)=O)F N-[4-(difluoromethoxy)phenyl]-1-(4-fluoro-2-methoxyphenyl)-2-oxo-1,2-dihydropyridine-3-carboxamide